OCCOCCCN(S(=O)(=O)C1=C(C=CC=C1)[N+](=O)[O-])C=1C=C2C(=NNC2=CC1)C=1C=NC=C(C1)O N-[3-(2-hydroxyethoxy)propyl]-N-[3-(5-hydroxy-3-pyridyl)-1H-indazol-5-yl]-2-nitro-benzenesulfonamide